C(C)[C@H]1C=2N(C3=C(C(=N1)C1=CC=C(C=C1)C1=CCC4(CCN(C4)C(=O)OC(C)(C)C)CC1)C(=C(S3)C)C)C(=NN2)C tert-butyl 8-(4-((S)-6-ethyl-2,3,9-trimethyl-6H-thieno[3,2-f][1,2,4]triazolo[4,3-a][1,4]diazepin-4-yl)phenyl)-2-azaspiro[4.5]dec-7-ene-2-carboxylate